C(C)(C)(C)OC(=O)N[C@H](CO[Si](C)(C)C(C)(C)C)C(=O)OC methyl N-(tert-butoxycarbonyl)-O-(tert-butyldimethylsilyl)-D-serinate